C(CCC(=O)OCC(CCCC)CC)(=O)OCC(CCCC)CC.[Na] sodium bis(2-ethylhexyl) succinate